Bis[3-(triethoxysilyl)propyl] tetrasulfide C(C)O[Si](CCCSSSSCCC[Si](OCC)(OCC)OCC)(OCC)OCC